P(=O)(OCCCC)(OC(C)(C)C)OCC(F)(F)F n-Butyl Tertiary Butyl 2,2,2-Trifluoroethyl Phosphate